BrC=1C=C(C(=NC1)[C@H]1N([C@@H](CC=2C=C3C(=CC12)OCO3)C)CC(F)(F)F)F (5S,7R)-5-(5-bromo-3-fluoropyridin-2-yl)-7-methyl-6-(2,2,2-trifluoroethyl)-5,6,7,8-tetrahydro-[1,3]dioxolano[4,5-g]isoquinoline